C(C)(C)(C)N(C(O)=O)C1=CN(C2=C1C(N(C=C2)C2=NN(C=C2)C)=O)C.C(=O)(OC(C)(C)C)N2C=NC1=C2C=CC=C1 N-Bocbenzimidazole Tert-butyl-(1-methyl-5-(1-methyl-1H-pyrazol-3-yl)-4-oxo-4,5-dihydro-1H-pyrrolo[3,2-c]pyridin-3-yl)carbamate